3-(tert-butylsulfamoyl)benzoic acid C(C)(C)(C)NS(=O)(=O)C=1C=C(C(=O)O)C=CC1